(4-((3-(4-chlorophenyl-ethyl)-7-fluoro-2,4-dioxo-3,4-dihydroquinazolin-1(2H)-yl)methyl)phenyl)-N-hydroxyacrylamide ClC1=CC=C(C=C1)CCN1C(N(C2=CC(=CC=C2C1=O)F)CC1=CC=C(C=C1)C(C(=O)NO)=C)=O